O(C(C)(C)C)OP(=O)(OOC(C)(C)C)N(CC)CC [bis(tert-butoxyl)phosphono]diethylamine